OC1C(C[C@H](N1C(=O)OC(C)(C)C)C(=O)OC)C 1-(tert-butyl) 2-methyl (2S)-5-hydroxy-4-methylpyrrolidine-1,2-dicarboxylate